N-(1H-pyrrolo[3,2-C]pyridin-6-yl)acetamide N1C=CC=2C=NC(=CC21)NC(C)=O